ClC=1C=C(C(N(C1)C)=O)N1[C@H](C=2N(C(=NC2C1=O)C=1C(=NC(=NC1)OC)OC)C(C)C)C1=CC=C(C=C1)Cl (6S)-5-(5-Chloro-1-methyl-2-oxo-1,2-dihydropyridin-3-yl)-6-(4-chlorophenyl)-2-(2,4-dimethoxypyrimidin-5-yl)-1-(propan-2-yl)-5,6-dihydropyrrolo[3,4-d]imidazol-4(1H)-one